C1CC12[C@@H](NC2)COC=2C=NN(C2C2=CC=1N(C=C2)N=C(C1)NC(=O)C1CC1)C (R)-N-(5-(4-((5-Azaspiro[2.3]hexan-4-yl)methoxy)-1-methyl-1H-pyrazol-5-yl)pyrazolo[1,5-a]pyridin-2-yl)cyclopropanecarboxamide